BrC=1C=CC(=C2N=C(OC21)OCCOC)C(=O)OC methyl 7-bromo-2-(2-methoxy ethoxy)-1,3-benzoxazole-4-carboxylate